5-[(2,3-dihydroindole-1-sulfonyl)amino]-1,3-thiazole-4-carboxylic acid N1(CCC2=CC=CC=C12)S(=O)(=O)NC1=C(N=CS1)C(=O)O